5-(5-Fluoropyridin-2-yl)-1-isopropyl-4-oxo-1,4-dihydropyridazine-3-carboxylic acid FC=1C=CC(=NC1)C=1C(C(=NN(C1)C(C)C)C(=O)O)=O